NC(C)C1=CC(=NC(=C1)C1=CC=C(C=C1)F)OC1[C@@H]2CN(C[C@H]12)C(=O)C1=CC(=NN1C)C=1N=CSC1 ((1R,5S,6s)-6-((4-(1-aminoethyl)-6-(4-fluorophenyl)pyridin-2-yl)oxy)-3-azabicyclo[3.1.0]hexan-3-yl)(1-methyl-3-(thiazol-4-yl)-1H-pyrazol-5-yl)methanone